(R)-7-(4-chloro-3-fluorophenyl)-8-methyl-5,6,7,8-tetrahydro-2,7-naphthyridine-3-carboxylic acid ClC1=C(C=C(C=C1)N1CCC=2C=C(N=CC2[C@H]1C)C(=O)O)F